1,3-bis(4-hydroxyphenyl)adamantane OC1=CC=C(C=C1)C12CC3(CC(CC(C1)C3)C2)C2=CC=C(C=C2)O